CN1CCC2=C(CC1)C=C(N=C2)NC=2C=CC(=C1CN(C(C21)=O)C(=O)OC(C)(C)C)C=2C=NN1C2C=CC(=C1)C tert-butyl 7-((7-methyl-6,7,8,9-tetrahydro-5H-pyrido[3,4-d]azepin-3-yl) amino)-4-(6-methylpyrazolo[1,5-a]pyridin-3-yl)-1-oxoisoindoline-2-carboxylate